CN(\C(\NCCCN(CCCCCCCC(=O)OC(CCCCCCCC)CCCCCCCC)CCCCCCCC(=O)OCCCCCCCCC)=N/S(N)(=O)=O)C Heptadecan-9-yl (Z)-8-((3-(3,3-dimethyl-2-sulfamoylguanidino)propyl)(8-(nonyloxy)-8-oxooctyl)amino)octanoate